2-[(13S)-13-methyl-14-oxa-2,4,10-triazatricyclo[7.5.0.0^3,7]tetradec-1(9),2,5,7-tetraen-10-yl]benzamide C[C@H]1CCN(C=2C=C3C=CNC3=NC2O1)C1=C(C(=O)N)C=CC=C1